C(CCC)=O Butan-1-one